tert-butyl (2R,3S)-3-((1-(3-cyanophenyl)-1H-1,2,4-triazole-3-carboxamido) methyl)-2-methylpyrrolidine-1-carboxylate C(#N)C=1C=C(C=CC1)N1N=C(N=C1)C(=O)NC[C@H]1[C@H](N(CC1)C(=O)OC(C)(C)C)C